N[C@@H]1CC([C@@H]2[C@H]1CN(C2)C(=O)C2=CC=1COCCC1S2)(F)F |o1:1,4,5| rel-[(3aR,6R,6aS)-6-amino-4,4-difluorohexahydrocyclopenta[c]pyrrol-2(1H)-yl](6,7-dihydro-4H-thieno[3,2-c]pyran-2-yl)methanone